(S)-N-(4-fluoro-3-methylphenyl)-5-(2-((2-hydroxypropyl)amino)-2-oxoacetyl)-1,2,4-trimethyl-1H-pyrrole-3-carboxamide FC1=C(C=C(C=C1)NC(=O)C1=C(N(C(=C1C)C(C(=O)NC[C@H](C)O)=O)C)C)C